3-(1-benzyl-2-((4-(2-(4-chloro-2-fluorophenyl)-2-methylbenzo[d][1,3]dioxol-4-yl)piperidin-1-yl)methyl)-1H-imidazol-5-yl)propionic acid C(C1=CC=CC=C1)N1C(=NC=C1CCC(=O)O)CN1CCC(CC1)C1=CC=CC=2OC(OC21)(C)C2=C(C=C(C=C2)Cl)F